CC(C(=O)OC1C(OCC1OC(C(C)C)=O)COP(=O)(OC1=CC=CC=C1)N[C@H](C(=O)OCCCCCCCC\C=C/C\C=C/CCCCC)C)C (((((S)-1-(((9Z,12Z)-octadec-9,12-dien-1-yl)oxy)-1-oxopropan-2-yl)amino)(phenoxy)phosphoryl)oxy)methylTetrahydrofuran-3,4-diyl bis(2-methylpropionate)